5-methyl-1,3,4-oxadiazole-2-amine CC1=NN=C(O1)N